OC(CCN1CCNCC1)C (3-hydroxybutyl)piperazin